C1(=CC=CC=C1)P(CCP(C1=CC=CC=C1)C1=CC=CC=C1)C1=CC=CC=C1 1,2-Bis(diphenylphosphino)ethan